IC[C@@H](C(=O)OC)CC(=O)[O-] O1-methyl (2R)-2-(iodomethyl)butanedioate